methyl 4-(3-oxobenzo[d]isothiazol-2(3H)-yl)benzoate O=C1N(SC2=C1C=CC=C2)C2=CC=C(C(=O)OC)C=C2